6-(6-(2-hydroxypropan-2-yl)pyridin-3-yl)-4-(((1S,3S)-3-methoxycyclopentyl)methyl)-3,4-dihydropyrazino[2,3-b]pyrazin-2(1H)-one OC(C)(C)C1=CC=C(C=N1)C=1N=C2C(=NC1)NC(CN2C[C@@H]2C[C@H](CC2)OC)=O